N1(CCC1)C=1C2=C(N=C(N1)C)CN([C@H]2C)C(=O)[C@@H]2CN(CC2)C(=O)OC(C)(C)C tert-butyl (S)-3-((S)-4-(azetidin-1-yl)-2,5-dimethyl-6,7-dihydro-5H-pyrrolo[3,4-d]pyrimidine-6-carbonyl)pyrrolidine-1-carboxylate